2,5-di(quinolin-2-yl)thiazolo[5,4-d]thiazole N1=C(C=CC2=CC=CC=C12)C=1SC=2N=C(SC2N1)C1=NC2=CC=CC=C2C=C1